(2S)-2-[ethyl(9H-fluoren-9-yl-methoxycarbonyl)amino]-4-methyl-pentanoic acid C(C)N([C@H](C(=O)O)CC(C)C)C(=O)OCC1C2=CC=CC=C2C=2C=CC=CC12